Isoindolo[2,1-a]Benzimidazole C=1C2=CN3C(NC4=C3C=CC=C4)=C2C=CC1